N-(4-methoxy-2-(4-methylpiperazin-1-yl)-5-((6-(3-(3-(5-methyl-thiophen-2-yl)-phenyl)isoxazolidin-2-yl)pyrimidin-4-yl)amino)-phenyl)acrylamide COC1=CC(=C(C=C1NC1=NC=NC(=C1)N1OCCC1C1=CC(=CC=C1)C=1SC(=CC1)C)NC(C=C)=O)N1CCN(CC1)C